2-Methyl-2-[4-[2-[4-[(E)-3-phenylprop-2-enoyl]phenoxy]ethyl]phenoxy]propanoic acid CC(C(=O)O)(C)OC1=CC=C(C=C1)CCOC1=CC=C(C=C1)C(\C=C\C1=CC=CC=C1)=O